ClC=1N=C(C2=C(N1)C=CC=N2)NC2CCCC2 2-chloro-N-cyclopentyl-pyrido[3,2-d]pyrimidin-4-amine